3-((tert-butoxycarbonyl) amino)-2-chloro-6-fluorobenzoate C(C)(C)(C)OC(=O)NC=1C(=C(C(=O)[O-])C(=CC1)F)Cl